Ethyl {5'-chloro-2'-[(4,5-dimethylpyridine-3-sulfonyl)amino]-3'-fluoro[1,1'-biphenyl]-4-yl}acetate ClC=1C=C(C(=C(C1)C1=CC=C(C=C1)CC(=O)OCC)NS(=O)(=O)C=1C=NC=C(C1C)C)F